COC(=O)C1CCC(CC1)NC(COC1=CC(=C(C=C1)Cl)Cl)=O.ClC1=C(C=CC=C1F)C1=CC(OC2=CC(=CC=C12)OC(C(=O)NCC)C)=O 2-[4-(2-chloro-3-fluoro-phenyl)-2-oxo-chromen-7-yl]oxy-N-ethyl-propionamide methyl-(1r,4r)-4-[2-(3,4-dichlorophenoxy)acetamido]cyclohexane-1-carboxylate